pyrrolidin-1-sulfonyl chloride N1(CCCC1)S(=O)(=O)Cl